(2S,4r)-1-((S)-2-(5-aminopentanamido)-3,3-dimethylbutyryl)-4-hydroxy-N-((S)-1-(4-(4-methylthiazol-5-yl)phenyl)ethyl)pyrrolidine-2-carboxamide NCCCCC(=O)N[C@H](C(=O)N1[C@@H](C[C@H](C1)O)C(=O)N[C@@H](C)C1=CC=C(C=C1)C1=C(N=CS1)C)C(C)(C)C